C(C1=CC=CC=C1)OC(=O)N[C@@H](C(=O)OCC1=CC=CC=C1)CNC(C1=CC(=CC(=C1)F)C1(C(C1)C)C)=O (2R)-benzyl 2-(((benzyloxy)carbonyl)amino)-3-(3-(1,2-dimethylcyclopropyl)-5-fluorobenzamido)propanoate